ClC=1C=C(C=CC1F)NS(=O)(=O)C1=CC(=C(C(=C1)C)F)C N-(3-chloro-4-fluorophenyl)-4-fluoro-3,5-dimethylbenzenesulfonamide